OCC1(C(CNCC1)O)C 4-(hydroxymethyl)-4-methylpiperidin-3-ol